2-(1-methyl-1H-pyrazol-4-yl)-7H-purine CN1N=CC(=C1)C1=NC=C2NC=NC2=N1